trans-4-((4-(2-Isopropyloxazol-4-yl)pyridine-2-yl)((trans-4-(5-methoxy-6-methylpyridin-2-yl)cyclohexyl)methyl)carbamoyl)cyclohexyl methylcarbamate CNC(O[C@@H]1CC[C@H](CC1)C(N(C[C@@H]1CC[C@H](CC1)C1=NC(=C(C=C1)OC)C)C1=NC=CC(=C1)C=1N=C(OC1)C(C)C)=O)=O